C1(CCCCC1)C1=NOC(C1)(C)CC(=O)O 2-(3-cyclohexyl-5-methyl-4,5-dihydroisoxazol-5-yl)acetic acid